F[C@@H]1[C@@H](C1)C(=O)NC=1N=C2N(C=C(N=C2)C2=C3C=NNC3=CC(=C2C)F)C1 (1S,2S)-2-fluoro-N-(6-(6-fluoro-5-methyl-1H-indazol-4-yl)imidazo[1,2-a]pyrazin-2-yl)cyclopropane-1-carboxamide